FC1=CC=C(C=C1)N1C2=C(C3=C(C=CC=C13)O)C(COC2(C)C)(C)C2=CC=C(C(=O)O)C=C2 4-[9-(4-fluorophenyl)-5-hydroxy-1,1,4-trimethyl-3H-pyrano[3,4-b]indol-4-yl]benzoic acid